COC(=O)C=1C([OH+]C=CC1)=O 3-(methoxycarbonyl)-2-oxo-1,2-dihydropyrylium